C(C)C=1C(=NC(=CC1)Br)OCC1=CC=CC=C1 Ethyl-2-(benzyloxy)-6-bromopyridine